2-(4-(4-((2,6-dioxopiperidin-3-yl)amino)phenyl)piperazin-1-yl)acetic acid O=C1NC(CCC1NC1=CC=C(C=C1)N1CCN(CC1)CC(=O)O)=O